BrC=1C(=CC=2C(=NC(N3C[C@@H](CSC1C32)NC(OCC3=CC=CC=C3)=O)=O)O)Cl benzyl N-[(12S)-8-bromo-7-chloro-4-hydroxy-2-oxo-10-thia-1,3-diazatricyclo[7.4.1.05,14]tetradeca-3,5(14),6,8-tetraen-12-yl]carbamate